[4-methoxy-2-[[(1S)-1-methyl-2-[(1S,2S)-1-methyl-2-(o-tolyl)propoxy]-2-oxo-ethyl]carbamoyl]-3-pyridyl] 2-methylpropanoate CC(C(=O)OC=1C(=NC=CC1OC)C(N[C@H](C(=O)O[C@H]([C@@H](C)C1=C(C=CC=C1)C)C)C)=O)C